BrC=1C(=CC2=CN(N=C2C1)CCN(C)C)[N+](=O)[O-] 2-(6-bromo-5-nitro-2H-indazol-2-yl)-N,N-dimethylethane-1-amine